The molecule is a 3-hydroxy fatty acyl-CoA(4-) obtained by deprotonation of the phosphate and diphosphate OH groups of (3R,21Z,24Z,27Z,30Z)-3-hydroxyhexatriacontatetraenoyl-CoA; major species at pH 7.3. It is a (R)-3-hydroxyacyl-CoA(4-), a 3-hydroxy fatty acyl-CoA(4-) and an 11,12-saturated fatty acyl-CoA(4-). It is a conjugate base of a (3R,21Z,24Z,27Z,30Z)-3-hydroxyhexatriacontatetraenoyl-CoA. CCCCC/C=C\\C/C=C\\C/C=C\\C/C=C\\CCCCCCCCCCCCCCCCC[C@H](CC(=O)SCCNC(=O)CCNC(=O)[C@@H](C(C)(C)COP(=O)([O-])OP(=O)([O-])OC[C@@H]1[C@H]([C@H]([C@@H](O1)N2C=NC3=C(N=CN=C32)N)O)OP(=O)([O-])[O-])O)O